N-(3-fluoro-4-(piperidin-1-yl)phenyl)-2-(2-methylpyrrolidin-1-yl)-5-(2,2,2-trifluoroethyl)oxazole-4-carboxamide FC=1C=C(C=CC1N1CCCCC1)NC(=O)C=1N=C(OC1CC(F)(F)F)N1C(CCC1)C